C(C)OCCOCC ethylenglycol diethyl ether